[Ni].[Fe].BrC1=NC(=CC=C1)C1(COC1)OC 2-Bromo-6-(3-methoxyoxetan-3-yl)pyridine iron-nickel